C[C@H]1CC[C@@H]2[C@]3([C@@]1(CC4=C(C=CC(=C4O3)O)OC)C)CCCC2(C)C The molecule is a sesquiterpenoid that is 1,2,3,4,4a,5,6,7,7a,8-decahydrobenzo[d]xanthene substituted by a hydroxy group at position 12, methyl groups at positions 4, 4, 7 and 7a and a methoxy group at position 9 (the 4aS,7S,7aR,13aS stereoisomer). Isolated from Strongylophora hartmani, it exhibits activity against the influenza virus. It has a role as a metabolite, an antineoplastic agent and an EC 3.2.1.18 (exo-alpha-sialidase) inhibitor. It is a member of phenols, an aromatic ether, a sesquiterpenoid and an organic heterotetracyclic compound.